(R)-5-(7-(2,4-dimethoxybenzyl)-8-methyl-5,6,7,8-Tetrahydro-[1,2,4]triazolo[4,3-a]pyrazin-3-yl)-3-methoxy-1,2,4-thiadiazole COC1=C(CN2[C@@H](C=3N(CC2)C(=NN3)C3=NC(=NS3)OC)C)C=CC(=C1)OC